N(CCC(=O)OC(C)(C)C)CCC(=O)OC(C)(C)C Di-tert-butyl 3,3'-azanediyldipropanoate